ClC=1C(=C(C=CC1)C1=C(N=C(C=2N1C=CN2)N2CCC1([C@@H]([C@@H](OC1)C)N)CC2)C)F (3S,4S)-8-(5-(3-chloro-2-fluorophenyl)-6-methylimidazo[1,2-a]pyrazin-8-yl)-3-methyl-2-oxa-8-azaspiro[4.5]decan-4-amine